[O].[Cr] chromium oxygen